2-fluoro-4-methylaniline FC1=C(N)C=CC(=C1)C